CC=1C(=C(C(OC1)O)O)O methyl-pyrantriol